4-fluoro-1-(2-fluoro-2-methylpropyl)-N-(6-(1-methyl-1H-pyrazol-4-yl)isoquinolin-3-yl)piperidine-4-carboxamide FC1(CCN(CC1)CC(C)(C)F)C(=O)NC=1N=CC2=CC=C(C=C2C1)C=1C=NN(C1)C